COC(=O)C1=NN(C(=C1)C1=CC(=CC=C1)OCC1COC1)CC1=C(C=CC=C1)Cl 1-[(2-chlorophenyl)methyl]-5-[3-(oxetan-3-ylmethoxy)phenyl]-1H-pyrazole-3-carboxylic acid methyl ester